2,6-di(tert-butyl)-4-hydroxy-4-methyl-2,5-cyclohexadienone C(C)(C)(C)C=1C(C(=CC(C1)(C)O)C(C)(C)C)=O